(R)-4-(2-oxooxazolidin-3-yl)-3-(4-methylphenyl)-N-((R)-1-(2-(trifluoromethyl)pyrimidin-5-yl)ethyl)-4,5-dihydro-1H-pyrazole-1-carboxamide O=C1OCCN1[C@H]1C(=NN(C1)C(=O)N[C@H](C)C=1C=NC(=NC1)C(F)(F)F)C1=CC=C(C=C1)C